C1(CC1)C1=NC2=C(N1C)C=CC(=C2OC)C=2C=C(C=CC2F)C=2C1=C(N=NC2)N(C=N1)CC 4-(3-(2-cyclopropyl-4-methoxy-1-methyl-1H-benzo[d]imidazol-5-yl)-4-fluorophenyl)-7-ethyl-7H-imidazo[4,5-c]Pyridazine